C(C)(=O)NC1=C(C(=O)NC2=NC=C(C=C2)C2CC2)C=CC=C1 2-acetamido-N-(5-cyclopropylpyridin-2-yl)benzamide